C(C1=CC=CC=C1)OC(=O)N[C@H]1C[C@H](N(C1)C(=O)OC(C)(C)C)C(=O)OC 1-(tert-butyl) 2-methyl (2S,4S)-4-(((benzyloxy)carbonyl)amino)pyrrolidine-1,2-dicarboxylate